4-((3R,4S)-4-((5,7-dimethyl-1H-indol-4-yl)methyl)-1-methylazepan-3-yl)benzoic acid CC=1C(=C2C=CNC2=C(C1)C)C[C@H]1[C@@H](CN(CCC1)C)C1=CC=C(C(=O)O)C=C1